ClC1=C(C=CC(=C1)F)CC(=O)NC1=CC(=C2CCN(CC2=C1)C1=NC=C(C=C1)C)S(N)(=O)=O 2-(2-chloro-4-fluorophenyl)-N-(2-(5-methylpyridin-2-yl)-5-sulfamoyl-1,2,3,4-tetrahydroisoquinolin-7-yl)acetamide